3-{[(3S,4S)-4-methyl-2-(2-methyl-5-phenyl-1,3-thiazole-4-carbonyl)-2-azabicyclo[3.1.1]heptan-3-yl]methoxy}isoquinoline C[C@@H]1[C@H](N(C2CC1C2)C(=O)C=2N=C(SC2C2=CC=CC=C2)C)COC=2N=CC1=CC=CC=C1C2